N(=[N+]=[N-])C1=CC=C(C=C1)[N+](=O)[O-] 1-azido-4-nitro-benzene